4-chloro-2-(3-((1r,3R)-3-fluoro-1-(4-methyl-4H-1,2,4-triazol-3-yl)cyclobutyl)phenyl)-6-((R)-1-((1-methylcyclobutyl)amino)ethyl)isoindolin-1-one ClC1=C2CN(C(C2=CC(=C1)[C@@H](C)NC1(CCC1)C)=O)C1=CC(=CC=C1)C1(CC(C1)F)C1=NN=CN1C